3-[3-[1-(2,6-dioxo-3-piperidyl)-3-methyl-2-oxo-benzimidazol-5-yl]phenyl]-N-[5-fluoro-7-hydroxy-6-(1,1,4-trioxo-1,2,5-thiadiazolidin-2-yl)-2-naphthyl]propanamide O=C1NC(CCC1N1C(N(C2=C1C=CC(=C2)C=2C=C(C=CC2)CCC(=O)NC2=CC1=CC(=C(C(=C1C=C2)F)N2S(NC(C2)=O)(=O)=O)O)C)=O)=O